tert-butyl (R)-4-(11-(3-chloro-4-fluorophenyl)-3-(2-methoxyethoxy)-6-oxo-10-(trifluoromethyl)-3,4-dihydro-2H,6H-[1,4]thiazepino[2,3,4-ij]quinazolin-8-yl)piperazine-1-carboxylate ClC=1C=C(C=CC1F)C1=C(C=C2C(=NC(N3C2=C1SC[C@@H](C3)OCCOC)=O)N3CCN(CC3)C(=O)OC(C)(C)C)C(F)(F)F